ClC1=C(OCC(=O)OC(CC)CCOCCCC)C=CC(=C1)Cl 2,4-dichlorophenoxyacetic acid, butoxyethylpropyl ester